Cl.C(C)N(CC)CC N,N-diethyl-ethylamine hydrochloride